tert-butyl-4-(3'-chloro-5-fluoro-2-methoxy-4'-(3-methyl-2-oxo-2,3-dihydro-1H-imidazol-1-yl)-[1,1'-biphenyl]-3-yl)-5',6'-dihydro-[2,3'-bipyridine] C(C)(C)(C)C=1C(=NC=CC1C=1C(=C(C=C(C1)F)C1=CC(=C(C=C1)N1C(N(C=C1)C)=O)Cl)OC)C=1C=NCCC1